6-[(3S)-3-(cyanomethyl)-4-prop-2-enoyl-piperazin-1-yl]-N-(3-hydroxy-1-naphthyl)-2-[(1-methylpyrazol-4-yl)methoxy]pyrimidine-4-carboxamide C(#N)C[C@H]1CN(CCN1C(C=C)=O)C1=CC(=NC(=N1)OCC=1C=NN(C1)C)C(=O)NC1=CC(=CC2=CC=CC=C12)O